N-(4-cyanobenzyl)-8-((1-(cyclopropylsulfonyl)cyclopropyl)methoxy)-1-methyl-2-oxo-1,2-dihydro-1,6-naphthyridine-3-carboxamide C(#N)C1=CC=C(CNC(=O)C=2C(N(C3=C(C=NC=C3C2)OCC2(CC2)S(=O)(=O)C2CC2)C)=O)C=C1